nickel-cobalt-zinc-magnesium-aluminum [Al].[Mg].[Zn].[Co].[Ni]